2-[5-(chloromethyl)-1,2,4-oxadiazol-3-yl]-1-(4-chlorophenyl)ethanol ClCC1=NC(=NO1)CC(O)C1=CC=C(C=C1)Cl